C(=O)[O-].C(=O)[O-].[Na+].[Na+] disodium diformate